O=C1C=C2CC[C@H]3[C@@H]4CC[C@H](CC)[C@]4(CC[C@@H]3[C@]2(CC1)C)C 3-oxo-pregna-4-ene